ClC1=CC(=C(C=N1)C#CC1=CC=C(CN2CCN(CC2)C)C=C1)F 1-(4-((6-chloro-4-fluoropyridin-3-yl)ethynyl)benzyl)-4-methylpiperazine